NC1(CCN(CC1)C([C@@H](CCCCN)NC([C@@H](CC(C)C)NC([C@@H](CC1=CC=CC=C1)NC(N(CC1=CC=CC=C1)CCN)=O)=O)=O)=O)C(=O)OC Methyl 4-amino-1-[(2R)-6-amino-2-[(2R)-2-[(2R)-2-{[(2-aminoethyl)(benzyl)carbamoyl]amino}-3-phenylpropionylamino]-4-methylpentanoylamino]hexanoyl]piperidine-4-carboxylate